CN1N=CC(=C1)C=1N=C2N(C(NC=C2)=O)C1 (1-methyl-1H-pyrazol-4-yl)imidazo[1,2-c]pyrimidin-5(6H)-one